3,6,9,12-tetraoxapentadeca-14-yne CCOCCOCCOCCOCC#C